1-(2-{4-[(2-dimethylamino-ethyl)-methyl-amino]-3-methyl-anilino}-pyrimidin-4-yl)-1H-indole-3-carboxamide CN(CCN(C1=C(C=C(NC2=NC=CC(=N2)N2C=C(C3=CC=CC=C23)C(=O)N)C=C1)C)C)C